C1(=CC=CC=C1)OC(=O)C1OC(CC1)C(=O)OC1=CC=CC=C1 tetrahydrofuran-2,5-dicarboxylic acid diphenyl ester